C(#N)[C@@H](C)NC1=CC(=NC=C1C=1N=NN(C1)C[C@H](C(C)(C)O)F)C1=CC=C2N1N=CC(=C2)C#N 7-(4-(((R)-1-cyanoethyl)amino)-5-(1-((R)-2-fluoro-3-hydroxy-3-methylbutyl)-1H-1,2,3-triazol-4-yl)pyridin-2-yl)pyrrolo[1,2-b]pyridazine-3-carbonitrile